[4-(4-Isopropylbenzylamino)-2-methoxyphenyl]-carbamic acid ethyl ester C(C)OC(NC1=C(C=C(C=C1)NCC1=CC=C(C=C1)C(C)C)OC)=O